NC=1C=2N(C3=CC(=C(C=C3N1)F)C(=O)N([C@@H]1[C@@H]3[C@H](C=4C=C(C=CC14)C(F)(F)F)C3)C)C=NC2 4-amino-7-fluoro-N-methyl-N-((1aR,6R,6aS)-3-(trifluoromethyl)-1,1a,6,6a-tetrahydrocyclopropa[a]inden-6-yl)imidazo[1,5-a]quinoxaline-8-carboxamide